[Ag].[Ni].[Au] gold-nickel-silver